4-((2-(1H-pyrazol-4-yl)ethyl)amino)-N-(1-(5-fluoropyridin-3-yl)ethyl)-5,6-dimethylpyrimidine N1N=CC(=C1)CCNC1=NCN(C(=C1C)C)C(C)C=1C=NC=C(C1)F